C(CCCCC)NNCCCCCC hexylamino(hexylamine)